prop-2-en-1-yl 2-(5-[(5-chlorothiophen-2-yl)methyl]amino-1-(2,2-dimethylpropanoyl)-1H-pyrazol-3-yl)-4-methanesulfonylpiperazine-1-carboxylate ClC1=CC=C(S1)CNC1=CC(=NN1C(C(C)(C)C)=O)C1N(CCN(C1)S(=O)(=O)C)C(=O)OCC=C